COC1=C(C=CC(=C1)OC1=CC(=C(C(=C1)F)F)F)NC(OCC=1C(=C2C(N(CC2=CC1)C1C(NC(CC1)=O)=O)=O)OC)=O [2-(2,6-dioxopiperidin-3-yl)-4-methoxy-3-oxo-2,3-dihydro-1H-isoindol-5-yl]methyl N-[2-methoxy-4-(3,4,5-trifluorophenoxy)phenyl]carbamate